ClC1=CNC=2N=C(N=C(C21)NC)NC2=C(C=C(C=C2)S(=O)(=O)C)OC 5-chloro-N2-(2-methoxy-4-(methylsulfonyl)phenyl)-N4-methyl-7H-pyrrolo[2,3-d]pyrimidine-2,4-diamine